(4-((1H-indol-2-yl)methyl)piperazin-1-yl)pyrimidin-5-ol N1C(=CC2=CC=CC=C12)CN1CCN(CC1)C1=NC=C(C=N1)O